2,6-diethylhexyl naphthalate C1(=CC=CC2=CC=CC=C12)C(=O)OCC(CCCCCC)CC